1-(4-(4-(cyclopropyl-(2-(dimethylamino)-6-fluorophenyl)amino)-6-(2-fluoro-4-methoxyphenyl)-7-methoxy-1H-indol-2-yl)-3-fluorophenyl)-3-methoxyurea C1(CC1)N(C1=C2C=C(NC2=C(C(=C1)C1=C(C=C(C=C1)OC)F)OC)C1=C(C=C(C=C1)NC(=O)NOC)F)C1=C(C=CC=C1F)N(C)C